4-(1-carbamoyl-2-methoxyethyl)-2-[2,3-dichloro-6-(methoxymethoxy)phenyl]pyrrolidine-1-carboxylate C(N)(=O)C(COC)C1CC(N(C1)C(=O)[O-])C1=C(C(=CC=C1OCOC)Cl)Cl